4-(4-oxo-2-pyridin-2-yl-3,4-dihydro-quinazolin-6-yloxy)-piperidine-1-carboxylic acid tert-butyl ester C(C)(C)(C)OC(=O)N1CCC(CC1)OC=1C=C2C(NC(=NC2=CC1)C1=NC=CC=C1)=O